(Z)-2-fluoro-3-(pyrimidin-4-yl)acrylic acid F\C(\C(=O)O)=C/C1=NC=NC=C1